tert-Butyl 4-(ethyl(5-fluoro-2-methyl-3-(((6-methyl-2-oxo-4-propyl-1,2-dihydropyridin-3-yl)methyl)carbamoyl)phenyl)amino)-2,6-trans-dimethylpiperidine-1-carboxylate C(C)N(C1CC(N(C(C1)C)C(=O)OC(C)(C)C)C)C1=C(C(=CC(=C1)F)C(NCC=1C(NC(=CC1CCC)C)=O)=O)C